Cl.S1OC=C1 thioxetine hydrochloride